Z-4-fluorobenzamide oxime FC1=CC=C(/C(/N)=N/O)C=C1